(E)-2-amino-5-styryl-4'-sulfamoyl-[1,1'-biphenyl]-3-carboxamide NC1=C(C=C(C=C1C(=O)N)\C=C\C1=CC=CC=C1)C1=CC=C(C=C1)S(N)(=O)=O